((6-(benzo[d][1,3]dioxol-5-yl)-4-methyl-hex-3-en-1-yl)oxy)-3-ethoxybenzaldehyde O1COC2=C1C=CC(=C2)CCC(=CCCOC2=C(C=O)C=CC=C2OCC)C